IC1=CC=C(OC2=NC=CC=N2)C=C1 2-(4-iodophenoxy)pyrimidine